COC1=C(C(=O)N=[N+]=[N-])C=CC(=C1)C1=NN(C=N1)C1=CC=C(C=C1)OC(C(F)(F)F)(F)F 2-methoxy-4-(1-(4-(perfluoroethoxy)phenyl)-1H-1,2,4-triazol-3-yl)benzoyl azide